4-(6-(6-(4-ethynyl-2,6-difluorobenzyl)-3,6-diazabicyclo[3.1.1]heptan-3-yl)pyridin-3-yl)-6-(2-hydroxy-2-methylpropyloxy)pyrazolo[1,5-a]pyridine-3-carbonitrile C(#C)C1=CC(=C(CN2C3CN(CC2C3)C3=CC=C(C=N3)C=3C=2N(C=C(C3)OCC(C)(C)O)N=CC2C#N)C(=C1)F)F